7-((6-(4-((Dimethylamino)methyl)piperidin-1-yl)-5-methylpyridin-3-yl)methyl)-N2-(heptan-4-yl)imidazo[2,1-f][1,2,4]triazin-2,4-diamin CN(C)CC1CCN(CC1)C1=C(C=C(C=N1)CC1=CN=C2C(=NC(=NN21)NC(CCC)CCC)N)C